ClC1=NN(C2=NC(=NC=C21)Cl)CC(COC2=NN(C(=C2[N+](=O)[O-])C)C=2C(=NC(=CC2)C)C)F 3,6-Dichloro-1-(3-((1-(2,6-dimethylpyridin-3-yl)-5-methyl-4-nitro-1H-pyrazol-3-yl)oxy)-2-fluoropropyl)-1H-pyrazolo[3,4-d]pyrimidine